4-(2-{[(2R,7aS)-2-fluoro-hexahydropyrrolizin-7a-yl]methoxy}-5-(benzylamino)pyrido[4,3-d]pyrimidin-7-yl)-6-fluoro-5-[2-(triisopropylsilyl)ethynyl]naphthalen-2-ol F[C@@H]1C[C@@]2(CCCN2C1)COC=1N=CC2=C(N1)C=C(N=C2NCC2=CC=CC=C2)C2=CC(=CC1=CC=C(C(=C21)C#C[Si](C(C)C)(C(C)C)C(C)C)F)O